2,4-dibromo-1,5-difluoro-3-nitrobenzene BrC1=C(C=C(C(=C1[N+](=O)[O-])Br)F)F